2-heptylnonanal C(CCCCCC)C(C=O)CCCCCCC